O[C@H](CCC1CCN(CC1)C(=O)OC(C)(C)C)C tert-butyl (S)-4-(3-hydroxybutyl)piperidine-1-carboxylate